OC1=C(C(=CC(=C1)O)O)C(C)=O 1-(2,4,6-trihydroxyphenyl)ethan-1-one